C[C@@H]1CN(C[C@@H](N1)C)C=1C=CC=2N(C(C=C(N2)C=2C=C(C=3N(C2)C=C(N3)C)F)=O)C1 7-[(3R,5S)-3,5-dimethylpiperazin-1-yl]-2-(8-fluoro-2-methylimidazo[1,2-a]pyridin-6-yl)-4H-pyrido[1,2-a]pyrimidin-4-one